2-isobutyramido-N-(5-nitrothiazol-2-yl)benzamide C(C(C)C)(=O)NC1=C(C(=O)NC=2SC(=CN2)[N+](=O)[O-])C=CC=C1